2-Chloro-5-{[(3,3-dimethylbutanoyl)amino]methyl}-N-(1-ethyl-1H-indazol-4-yl)benzamide ClC1=C(C(=O)NC2=C3C=NN(C3=CC=C2)CC)C=C(C=C1)CNC(CC(C)(C)C)=O